(2S)-2-(4-chloro-2-(methoxy-d3)phenyl)-10-methyl-2,3,7,8,9,10-hexahydro-[1,4]dioxino[2,3-H]isoquinoline hydrochloride Cl.ClC1=CC(=C(C=C1)[C@@H]1OC2=C(C=CC=3CCNC(C23)C)OC1)OC([2H])([2H])[2H]